ClC1=CC(=C(\C=N\NC(=O)C=2OC=CC2)C=C1)O (E)-N'-(4-chloro-2-hydroxybenzylidene)furan-2-carbohydrazide